ethyl-3-methylimidazolium bis(perfluoroethylsulfonyl)imide [N-](S(=O)(=O)C(F)(F)C(F)(F)F)S(=O)(=O)C(F)(F)C(F)(F)F.C(C)C=1NC=C[N+]1C